trimethyl-n-propyl-phosphonium C[P+](CCC)(C)C